C(CCCC)NC(C=C)=O N-n-pentyl-acrylamide